COC1(O)[C@H](O)[C@@H](O)[C@@H](O1)CO 1-methoxy-L-arabinofuranose